N-(3-(1-(4-carbamoylphenyl)-1H-indol-2-yl)-1H-pyrazol-5-yl)-4-((1-methylpiperidin-4-yl)amino)benzamide C(N)(=O)C1=CC=C(C=C1)N1C(=CC2=CC=CC=C12)C1=NNC(=C1)NC(C1=CC=C(C=C1)NC1CCN(CC1)C)=O